(2S,4R)-4-Fluoro-N-[(1S)-1-(2-amino-2-oxo-ethyl)prop-2-ynyl]pyrrolidine-2-carboxamide-2,2,2-trifluoroacetate salt FC(C(=O)O)(F)F.F[C@@H]1C[C@H](NC1)C(=O)N[C@H](C#C)CC(=O)N